ClC1=NC=CC=2N=C(N=CC21)SC 5-Chloro-2-methylsulfanyl-pyrido[4,3-d]pyrimidine